4-(2-(1-ethyl-3-(trifluoromethyl)-1H-pyrazol-4-yl)-4-hydroxyphenyl)thieno[2,3-c]pyridine-2-carbonitrile C(C)N1N=C(C(=C1)C1=C(C=CC(=C1)O)C1=C2C(=CN=C1)SC(=C2)C#N)C(F)(F)F